OCCN1CCC(CC1)N1C[C@H]2N(C=3C(=NN=C(C3)C3=C(C=CC=C3)O)NC2)CC1 (S)-2-(8-(1-(2-hydroxyethyl)piperidin-4-yl)-6,6a,7,8,9,10-hexahydro-5H-pyrazino[1',2':4,5]pyrazino[2,3-c]pyridazin-2-yl)phenol